N-((1R)-3-cyano-3-azabicyclo[3.2.0]heptan-1-yl)-2'-((4-fluorophenyl)thio)-[1,1'-biphenyl]-4-carboxamide C(#N)N1C[C@]2(CCC2C1)NC(=O)C1=CC=C(C=C1)C1=C(C=CC=C1)SC1=CC=C(C=C1)F